CC=1C=NC(=CC1)C(=O)C1C2(NC(CC1)C2)C(=O)OC trans-methyl 3-methyl-6-picolinoyl-6-azabicyclo[3.1.1]heptane-1-carboxylate